3-ethylbenzothiazoline-6-sulphonic acid C(C)N1CSC2=C1C=CC(=C2)S(=O)(=O)O